2-[1-[4-[(2,6-dioxo-3-piperidyl)amino]-2,6-difluoro-phenyl]-4-piperidyl]acetic acid hydrochloride Cl.O=C1NC(CCC1NC1=CC(=C(C(=C1)F)N1CCC(CC1)CC(=O)O)F)=O